(S)-2-(2-benzyl-4,4-difluoroazepan-1-yl)-6-morpholinopyrimidin-4(3H)-one C(C1=CC=CC=C1)[C@@H]1N(CCCC(C1)(F)F)C1=NC(=CC(N1)=O)N1CCOCC1